3-(2-methyl-4-pyridyl)-N-(7-methyltetralin-1-yl)-1H-indazol-5-amine CC1=NC=CC(=C1)C1=NNC2=CC=C(C=C12)NC1CCCC2=CC=C(C=C12)C